C(#N)CCC[Si](OC)(OC)OC (3-Cyanopropyl)trimethoxysilan